ClC=1C=C(CNN)C=C(C1)Cl 3,5-dichlorobenzyl-hydrazine